trans-5,7-difluoro-2-iodo-1,1a,2,8b-tetrahydrobenzo[b]cyclopropa[d]azepin-3(4H)-one FC1=CC(=CC2=C1NC(C(C1C2C1)I)=O)F